COC=1C=C(C=CC1)C1=NOC(C1(C)C)CC1=NC2=CC=CC=C2C(=C1)C 3-(3-methoxyphenyl)-4,4-dimethyl-5-((4-methylquinolin-2-yl)methyl)-4,5-dihydroisoxazole